5-chloro-2-[(4-methyl-3-oxopiperazin-1-yl)methyl]-7,8-dihydro-6H-spiro[[1,3]oxazolo[5,4-f]quinazoline-9,1'-cyclohexane]-7-one ClC=1C=C2C(=C3C1NC(NC31CCCCC1)=O)OC(=N2)CN2CC(N(CC2)C)=O